2-(4-(2-(7,8-dimethyl-[1,2,4]triazolo[1,5-a]pyridin-6-yl)-3-isopropyl-1-(methylglycyl)-1H-indol-5-yl)piperidin-1-yl)acetamide CC1=C(C=2N(C=C1C=1N(C3=CC=C(C=C3C1C(C)C)C1CCN(CC1)CC(=O)N)C(CNC)=O)N=CN2)C